FC1(CC(C1)COC1=NC=CC(=C1)CNC(=O)NCCC1(CC1)C(F)(F)F)F 1-((2-((3,3-Difluorocyclobutyl)methoxy)pyridin-4-yl)methyl)-3-(2-(1-(trifluoromethyl)cyclopropyl)ethyl)urea